methyl 2-(4-((tert-Butoxycarbonyl) amino) pyridin-2-yl)-2-oxoacetate C(C)(C)(C)OC(=O)NC1=CC(=NC=C1)C(C(=O)OC)=O